α-Phenethylamine CC(C1=CC=CC=C1)N